5-(chloromethyl)-1,2,3-tris(hexadecyloxy)benzene ClCC=1C=C(C(=C(C1)OCCCCCCCCCCCCCCCC)OCCCCCCCCCCCCCCCC)OCCCCCCCCCCCCCCCC